C[C@@H]1N(CC1)C=1N=C(C2=C(N1)CCC2)C2=CC=C1C=CC(NC1=C2)=O (S)-7-(2-(2-methylazetidin-1-yl)-6,7-dihydro-5H-cyclopenta[d]pyrimidin-4-yl)quinolin-2(1H)-one